CO[Si](CCCCCCC=C)(OC)OC Trimethoxy-(7-octen-1-yl)silane